ClC1=CC(=C(C=C1N1CCCCC1)Cl)C1=CN=C(S1)N1CCCCC1 2,5-Dichloro-3-(1-piperidinyl)-6-[2-(1-piperidinyl)-1,3-thiazol-5-yl]benzol